7-amino-3-cyclopropyl-N-(2-fluoro-2-methyl-propyl)-7-(2-trimethylsilylethoxymethyl)-6,8-dihydrocyclopenta[g]isoquinoline-5-sulfonamide NC1(CC=2C(=C(C=3C=C(N=CC3C2)C2CC2)S(=O)(=O)NCC(C)(C)F)C1)COCC[Si](C)(C)C